1-(2-(isopropylamino)acetamido)-N-(6-(trifluoromethoxy)benzo[d]thiazol-2-yl)cyclobutane-1-carboxamide C(C)(C)NCC(=O)NC1(CCC1)C(=O)NC=1SC2=C(N1)C=CC(=C2)OC(F)(F)F